4-((5-(4-((3-benzyl-9-methyl-4H,6H-thieno[2,3-e][1,2,4]triazolo[3,4-c][1,4]oxazepin-2-yl)ethynyl)-1H-pyrazol-1-yl)pentyl)amino)-2-(2,6-dioxopiperidin-3-yl)isoindoline-1,3-dione C(C1=CC=CC=C1)C1=C(SC=2N3C(COCC21)=NN=C3C)C#CC=3C=NN(C3)CCCCCNC3=C2C(N(C(C2=CC=C3)=O)C3C(NC(CC3)=O)=O)=O